3-(2-aminobenzo[d]thiazol-4-yl)-6-(((1-aminocyclopropyl)methyl)sulfonyl)-N-(4-methoxybenzyl)-2-(2-(4-methoxybenzyl)-2H-tetrazol-5-yl)benzenesulfonamide NC=1SC2=C(N1)C(=CC=C2)C=2C(=C(C(=CC2)S(=O)(=O)CC2(CC2)N)S(=O)(=O)NCC2=CC=C(C=C2)OC)C=2N=NN(N2)CC2=CC=C(C=C2)OC